ethyl 5-fluoro-3-(2-formylphenyl)-1H-indole-2-carboxylate FC=1C=C2C(=C(NC2=CC1)C(=O)OCC)C1=C(C=CC=C1)C=O